3-hydroxy-1-(4-(dimethylamino)phenyl)-2-methylpyridin-4(1H)-one hydrochloride Cl.OC1=C(N(C=CC1=O)C1=CC=C(C=C1)N(C)C)C